(1aR,5aR)-2-(5-Cyano-pyridin-2-yl)-1a,2,5,5a-tetrahydro-1H-2,3-diaza-cyclopropa[a]pentalene-4-carboxylic acid (2-hydroxy-1,1-dimethyl-ethyl)-amide OCC(C)(C)NC(=O)C=1C=2C[C@@H]3[C@H](C2N(N1)C1=NC=C(C=C1)C#N)C3